3-(2-((3-acetamido-4-(2-(dimethylamino)-N-ethylacetamido)phenyl)amino)-5-chloropyrimidin-4-yl)-1H-indole-1-carboxylic acid tert-butyl ester C(C)(C)(C)OC(=O)N1C=C(C2=CC=CC=C12)C1=NC(=NC=C1Cl)NC1=CC(=C(C=C1)N(C(CN(C)C)=O)CC)NC(C)=O